[Si](C)(C)(C(C)(C)C)OCCOCC=1C=C(C#N)C=CC1C=1N(C=C(N1)C(F)(F)F)C1OCCCC1 3-((2-((tert-butyldimethylsilyl)oxy)ethoxy)methyl)-4-(1-(tetrahydro-2H-pyran-2-yl)-4-(trifluoromethyl)-1H-imidazol-2-yl)benzonitrile